NC1=CC(=C2C(N(CCCCC[C@@](C3=NN=C(C1=N2)O3)(C(F)(F)F)O)CC3=NC=CC=C3C)=O)C(F)(F)F (6R)-17-amino-6-hydroxy-12-[(3-methyl-2-pyridyl)methyl]-6,15-bis(trifluoromethyl)-19-oxa-3,4,12,18-tetrazatricyclo[12.3.1.12,5]nonadeca-1(18),2,4,14,16-pentaen-13-one